1-(1-undecoxymethyl)-3-hexylimidazole C(CCCCCCCCCC)OCN1CN(C=C1)CCCCCC